5-[3-(1H-pyrazol-4-yl)phenyl]-1H-naphtho[1,2-b][1,4]diazepine-2,4(3H,5H)-dione N1N=CC(=C1)C=1C=C(C=CC1)N1C2=C(NC(CC1=O)=O)C1=CC=CC=C1C=C2